1,2-epoxytridecane C1C(CCCCCCCCCCC)O1